P(O)(=O)(OP(=O)(O)OP(=O)(O)O)OC[C@@H]1[C@H]([C@H]([C@@H](O1)C1=CN(C(=O)NC1=O)CCCCCN)O)O 1-(5-amino-pentyl)pseudouridine triphosphate